6-(5-bromo-2-(4-(2-(methylthio)pyrimidin-4-yl)-1H-1,2,3-triazol-1-yl)phenyl)-6-azaspiro[2.5]octane BrC=1C=CC(=C(C1)N1CCC2(CC2)CC1)N1N=NC(=C1)C1=NC(=NC=C1)SC